2,6-dichloro-3-nitrobenzonitrile ClC1=C(C#N)C(=CC=C1[N+](=O)[O-])Cl